N(=[N+]=[N-])C(CCCOC(C1=CC=CC=C1)=O)C(C)N=[N+]=[N-] 4,5-Diazidohexylbenzoate